C1N(CCC2=CC=CC=C12)[C@H]1[C@@H](CN(CC1)C(=O)C1=NC=NC(=C1)NC1=C(C=CC=C1)OC)O trans-(4-(3,4-dihydroisoquinolin-2(1H)-yl)-3-hydroxypiperidin-1-yl)(6-((2-methoxyphenyl)amino)pyrimidin-4-yl)methanone